ClC1=CC=CC(=N1)C1CCN(CC1)COC(=O)C=1C=CC2=C(N(C=N2)CC2OCC2)C1 ((4-(6-chloropyridine-2-yl)piperidin-1-yl)methyl)-1-(oxetan-2-ylmethyl)-1H-benzo[d]imidazole-6-carboxylate